methyl 1-(trans-1-(tert-butoxycarbonyl)-4-(4-(trifluoromethyl)benzyloxy)pyrrolidin-3-yl)-1H-1,2,3-triazole-4-carboxylate C(C)(C)(C)OC(=O)N1C[C@H]([C@@H](C1)OCC1=CC=C(C=C1)C(F)(F)F)N1N=NC(=C1)C(=O)OC